FC(C1=CC(=C(C=C1)C=1CCCC2=C(C1C1=CC=C(C=C1)CC1CN(C1)CCCF)C=CC=C2)F)F 8-(4-(Difluoromethyl)-2-fluorophenyl)-9-(4-((1-(3-fluoropropyl)azetidin-3-yl)methyl)phenyl)-6,7-dihydro-5H-benzo[7]annulen